[NH+]1(C=CC2=CC=CC=C12)C1=C(C=2NC3=CC=CC=C3C2C=C1)O indoliocarbazolol